2-fluoro-6-methylphenyl-boronic acid FC1=C(C(=CC=C1)C)B(O)O